ClC=1C=C(C=CC1F)NC1=NC=NC2=CC(=C(C=C12)NC(\C=C\CN1CCN(CC1)C(CCCCSC1=C2C(N(C(C2=CC=C1)=O)C1C(NC(CC1)=O)=O)=O)=O)=O)OC (E)-N-(4-((3-chloro-4-fluorophenyl)amino)-7-methoxyquinazolin-6-yl)-4-(4-(5-((2-(2,6-dioxopiperidin-3-yl)-1,3-dioxoisoindolin-4-yl)thio)pentanoyl)piperazin-1-yl)but-2-enamide